[Sn].[In].N=1C=C(N2C1C=CC=C2)CNC(=O)C2CNC2 N-{imidazo[1,2-a]pyridin-3-ylmethyl}azetidine-3-carboxamide Indium Tin